CC=1NN=C2C=CC(=CC12)C=1C=C(C=NC1)OC[C@H](CC1=CC=CC=C1)N (2S)-1-[5-(3-methyl-2H-indazol-5-yl)pyridin-3-yl]oxy-3-phenylpropan-2-amine